C(CCCCCCCCC)N(CCNC(CC[C@@H](C)[C@H]1CC[C@H]2[C@@H]3CCC4C[C@@H](CC[C@@]4([C@H]3CC[C@]12C)C)O)=O)CCCCCCCCCC (4R)-N-(2-(didecylamino)ethyl)-4-((3R,8R,9S,10S,13R,14S,17R)-3-hydroxy-10,13-dimethylhexadecahydro-1H-cyclopenta[a]phenanthren-17-yl)pentanamide